ClC1=CC(=C(C=C1F)B(O)O)F (4-chloro-2,5-difluoro-phenyl)boronic acid